azetidin-1-yl((1r,3r)-3-((4-methoxy-5-(quinolin-6-yl)pyrrolo[2,1-f][1,2,4]triazin-2-yl)amino)-1-methylcyclobutyl)methanone N1(CCC1)C(=O)C1(CC(C1)NC1=NN2C(C(=N1)OC)=C(C=C2)C=2C=C1C=CC=NC1=CC2)C